C1(CC1)C1=NC(=NN1C)N[C@@H]1C[C@H](CC1)NC=1C(=NC=CN1)C=1C=CC(NC1)=O 5-((((1S,3S)-3-((5-cyclopropyl-1-methyl-1H-1,2,4-triazol-3-yl)amino)cyclopentyl)amino)pyrazin-2-yl)pyridin-2(1H)-one